4-Bromo-5-fluoro-1H-benzo[d]imidazole-7-carboxylic acid methyl ester COC(=O)C1=CC(=C(C2=C1NC=N2)Br)F